4,7,10,13-tetraoxa-1,16-hexadecanediamine C(CCOCCOCCOCCOCCCN)N